NC1=NC(=CC(=N1)N)I 2,4-diamino-6-iodopyrimidine